O1[C@@H](CC1)COS(=O)(=O)C1=CC=C(C)C=C1 (S)-oxetan-2-ylmethyl-4-toluenesulfonate